NC=1C=C(C=C(C1)C(F)(F)F)C(C)NC1=NC(=NC2=CC(=C(C=C12)OC)OCC1CCOCC1)C N-(1-(3-amino-5-(trifluoromethyl)phenyl)ethyl)-6-methoxy-2-methyl-7-((tetrahydro-2H-pyran-4-yl)methoxy)quinazolin-4-amine